(4-((5-(2-Chloropyridin-4-yl)-2-methylphenyl)sulfonyl)piperazin-1-yl)(furan-2-yl)methanone ClC1=NC=CC(=C1)C=1C=CC(=C(C1)S(=O)(=O)N1CCN(CC1)C(=O)C=1OC=CC1)C